5-(6-((1-(4-(5,7-dimethoxy-4-oxo-3,4-dihydroquinazolin-2-yl)phenyl)piperidin-4-yl)methyl)-3,6-diazabicyclo[3.1.1]heptane-3-yl)-2-(2,6-dioxopiperidin-3-yl)-6-fluoroisoindole COC1=C2C(NC(=NC2=CC(=C1)OC)C1=CC=C(C=C1)N1CCC(CC1)CN1C2CN(CC1C2)C2=CC1=CN(C=C1C=C2F)C2C(NC(CC2)=O)=O)=O